FC(C1=NN=C(O1)C=1C=CC(=NC1)CN1C(C2=CC(=CC=C2C(C1=O)(C)C)N1CCN(CC1)CC)=O)F 2-((5-(5-(difluoromethyl)-1,3,4-oxadiazole-2-yl)pyridine-2-yl)methyl)-7-(4-ethylpiperazine-1-yl)-4,4-dimethylisoquinoline-1,3(2H,4H)-dione